5-chloro-2-(1-cyclopropyl-2-hydroxy-2-methylpropyl)-7-(4-(5-methyl-1,3,4-oxadiazol-2-yl)phenyl)isoindolin-1-one ClC=1C=C2CN(C(C2=C(C1)C1=CC=C(C=C1)C=1OC(=NN1)C)=O)C(C(C)(C)O)C1CC1